benzo[d][1,3]dioxan-5-amide O1COCC2=C1C=CC=C2C(=O)N